C(C)(C)(C)OC(=O)N1CC(C1)C=1C(=C2N=CC=NC2=C(C1)C1=CC=C(C=C1)OC(F)(F)F)C=C.C1(=CCCC1)C1=C(C=C(C=CC2=CN=CS2)C=C1OC)OC 5-(4-(cyclopent-1-en-1-yl)-3,5-dimethoxystyryl)thiazole tert-butyl-3-(8-(4-(trifluoromethoxy)phenyl)-5-vinylquinoxalin-6-yl)azetidine-1-carboxylate